CC1(C(=C(N(C1=O)C1=C(C(=C(C(=C1F)F)F)F)F)C(=O)OC)C(=O)OC)C dimethyl 4,4-dimethyl-5-oxo-1-(perfluorophenyl)-4,5-dihydro-1H-pyrrole-2,3-dicarboxylate